C1(=C(C=CC=C1)C=1OCCN1)C=1OCCN1 o-phenylenebis(2-oxazoline)